CC(C)(C)OC(=O)N1CCC(CC1)CNC(=O)C=1OC2=C(C1)C=CC(=C2)Br 4-({[(6-Bromo-1-benzofuran-2-yl)carbonyl]amino}methyl)piperidine-1-carboxylic acid 2-methylpropan-2-yl ester